NC1=C2C(=NC=N1)N(N=C2C2=CC=C(C=C2)OC2=CC=CC=C2)C2CCC(CC2)N2CCN(CC2)C(=O)O.NC2=CC=1CC3=CC=C(C=C3C1C=C2)N(C2=CC=C(C=C2)Cl)CCC 2-amino-6-(N-propyl-p-chloroanilino)fluorene 4-((1r,4r)-4-(4-amino-3-(4-phenoxyphenyl)-1H-pyrazolo[3,4-d]pyrimidin-1-yl)cyclohexyl)piperazine-1-carboxylate